ClC1=C(C(=CC=C1)Cl)NC1=C(C=O)C=CC=C1 (2,6-dichlorophenylamino)benzaldehyde